6-hydroxyspiro[3.3]heptan-2-one OC1CC2(CC(C2)=O)C1